2-(methylsulfonyl)-1-(7-(4-(trifluoromethyl)phenoxy)-3,4-dihydroisoquinolin-2(1H)-yl)ethan-1-one CS(=O)(=O)CC(=O)N1CC2=CC(=CC=C2CC1)OC1=CC=C(C=C1)C(F)(F)F